NC=1C=C(C(=C2CCC(C(C12)=O)NC(C)=O)F)F N-(8-amino-5,6-difluoro-1-oxo-1,2,3,4-tetrahydronaphthalen-2-yl)acetamide